(4-(2-methoxyethoxy)-2-(1-methyl-1H-pyrazol-4-yl)quinolin-6-yl)oxetan-3-carboxamide COCCOC1=CC(=NC2=CC=C(C=C12)C1OCC1C(=O)N)C=1C=NN(C1)C